ClC1=C(C=C(C=O)C=C1)CO 4-chloro-3-(hydroxymethyl)benzaldehyde